FC(CC1=C(NC2=CC=C(C=C12)C(=O)N1CC2CNCC2C1)C1=CC(=NC(=C1)C)C)F (3-(2,2-difluoroethyl)-2-(2,6-dimethylpyridin-4-yl)-1H-indol-5-yl)(hexahydropyrrolo[3,4-c]pyrrol-2(1H)-yl)methanone